Diethyl 2-(ethoxymethylene)propanedioate C(C)OC=C(C(=O)OCC)C(=O)OCC